tri-n-butyl orthopropionate C(CC)(OCCCC)(OCCCC)OCCCC